BrCC=1C(=NC(=CC1)Cl)Cl (bromomethyl)-2,6-dichloropyridine